3-ethyl-3-methyl-diaziridine C(C)C1(NN1)C